CN1[C@@H](CC1)CNC(=O)C1=NC=CC=C1 N-{[(2S)-1-methylazetidin-2-yl]methyl}pyridine-2-carboxamide